2-(3',4'-dihydrospiro[cyclohexane-1,1'-pyrrolo[2,1-c][1,4]oxazine]-7'-yl)acetic acid C12(OCCN3C1=CC(=C3)CC(=O)O)CCCCC2